FC(C=1C=C(C=CC1)C1=NN=CO1)F 5-(3-(difluoromethyl)phenyl)-1,3,4-oxadiazol